2-{ethyl[5-phenyl-2-(pyridin-2-yl)thieno[2,3-d]pyrimidin-4-yl]amino}ethan-1-ol C(C)N(CCO)C=1C2=C(N=C(N1)C1=NC=CC=C1)SC=C2C2=CC=CC=C2